5-bromo-3,3-dimethyl-2,3-dihydrobenzothiophene BrC=1C=CC2=C(C(CS2)(C)C)C1